Ethyl (3S)-3-(4,4'-difluoro-2',5,6'-trimethyl-[1,1'-biphenyl]-3-yl)-3-(2-(5-(2-(dimethylamino)ethyl)-3-fluoro-4-methyl-2-oxopyridin-1(2H)-yl)-4-methylpentanamido)propanoate FC1=C(C=C(C=C1C)C1=C(C=C(C=C1C)F)C)[C@H](CC(=O)OCC)NC(C(CC(C)C)N1C(C(=C(C(=C1)CCN(C)C)C)F)=O)=O